ClC=1C(=C(C(=CC1)N1N=NN=C1)C=1C=CC(=NC1)C(CCOC)N1N=CC(=C1)C1=CC=C(C=C1)NC(OC)=O)F Methyl (4-(1-(1-(5-(3-chloro-2-fluoro-6-(1H-tetrazol-1-yl)phenyl) pyridin-2-yl)-3-methoxypropyl)-1H-pyrazol-4-yl)phenyl)carbamate